C(C)C1=C(C(=NN1C)[C@@H](CCN1CCOCC1)O)I (1R)-1-(5-ethyl-4-iodo-1-methyl-1H-pyrazol-3-yl)-3-(morpholin-4-yl)propan-1-ol